1-(4-((4'-(((3r,4r)-3,4-dihydroxypyrrolidin-1-yl)methyl)-[1,1'-biphenyl]-4-yl)methyl)phenyl)-5-methyl-1H-1,2,4-triazole-3-carboxamide O[C@@H]1CN(C[C@H]1O)CC1=CC=C(C=C1)C1=CC=C(C=C1)CC1=CC=C(C=C1)N1N=C(N=C1C)C(=O)N